6,7-dimethoxy-N-[(3R)-1-(propan-2-yl)piperidin-3-yl]-1,2,3,4-tetrahydroacridin-9-amine COC=1C=C2N=C3CCCCC3=C(C2=CC1OC)N[C@H]1CN(CCC1)C(C)C